C(C#C)NC=1C(=NC(NC1)=O)N 5-propargylaminocytosine